methyl-dimethylethoxysilane C[Si](OCC)(C)C